5-cyclobutyl-1,3,4-thiadiazol-2-amine C1(CCC1)C1=NN=C(S1)N